CC1=CC=CC(=N1)C1=NC2=C(N1)CCC2 2-(6-methylpyridin-2-yl)-1,4,5,6-tetrahydrocyclopenta[d]imidazole